8-bromo-quinoxalin BrC=1C=CC=C2N=CC=NC12